N1(CCCC1)CCNC(=O)OC(CCC(=O)OCC(COC(CCC(OCCCC\C=C/CC)OCCCC\C=C/CC)=O)COC(CCCCCCCOC(C(CCCCCC)CCCC)=O)=O)CCCCCC 3-((4,4-bis(((Z)-oct-5-en-1-yl)oxy)butanoyl)oxy)-2-(((8-((2-butyloctanoyl)oxy)octanoyl)oxy)methyl)propyl 4-(((2-(pyrrolidin-1-yl)ethyl)carbamoyl)oxy)decanoate